N-((2'-(1H-tetrazol-5-yl)-[1,1'-biphenyl]-4-yl)methyl)-N-(2-aminopentanoyl)-L-valine N1N=NN=C1C1=C(C=CC=C1)C1=CC=C(C=C1)CN([C@@H](C(C)C)C(=O)O)C(C(CCC)N)=O